2-(2,6-dimethyl-4-((5-oxo-4-(2-(trifluoromethyl)phenyl)-4,5-dihydro-1H-1,2,4-triazol-1-yl)methyl)phenoxy)-2-methylpropanoic acid CC1=C(OC(C(=O)O)(C)C)C(=CC(=C1)CN1N=CN(C1=O)C1=C(C=CC=C1)C(F)(F)F)C